4-iodo-N-isopropyl-3-methylpyridin-2-amine IC1=C(C(=NC=C1)NC(C)C)C